FC(CNC1=NN2C(C=N1)=C(C=C2)C2=CC=C1C(=N2)N(C(=N1)C)CCF)(C)F N-(2,2-difluoropropyl)-5-(3-(2-fluoroethyl)-2-methyl-3H-imidazo[4,5-b]pyridin-5-yl)pyrrolo[2,1-f][1,2,4]triazin-2-amine